5-isopropyl-3,13-dimethyl-tetradecane-3,12-diol C(C)(C)C(CC(CC)(O)C)CCCCCCC(C(C)C)O